ClC1=C(C=CC(=C1)Cl)N1CC(C1)C(=O)O 1-(2,4-dichlorophenyl)azetidine-3-carboxylic acid